2-(3,5-diaminophenyl)-2-(4-aminophenyl)propane NC=1C=C(C=C(C1)N)C(C)(C)C1=CC=C(C=C1)N